(ethyl) (1,1-dimethyl-2-propynyl) phosphate P(=O)(OCC)(OC(C#C)(C)C)[O-]